rac-5-((benzyloxy)methyl)-4-ethyl-2-(6-fluoro-4-hydroxy-1-isopropyl-3-(o-tolyl)-1,2,3,4-tetrahydroquinolin-7-yl)-2,4-dihydro-3H-1,2,4-triazol-3-one C(C1=CC=CC=C1)OCC=1N(C(N(N1)C1=C(C=C2C(C(CN(C2=C1)C(C)C)C1=C(C=CC=C1)C)O)F)=O)CC